2-[[(1R)-1-[2-(2-Methoxy-6-quinolyl)-6-methyl-4-oxo-chromen-8-yl]ethyl]amino]benzoic acid COC1=NC2=CC=C(C=C2C=C1)C=1OC2=C(C=C(C=C2C(C1)=O)C)[C@@H](C)NC1=C(C(=O)O)C=CC=C1